OC1(CC1)C1=NN(C=N1)C1CC2(CN(C2)C(=O)N2CC3(C2)CCN(CC3)CC3=CC(=NO3)C(F)(F)F)C1 [6-[3-(1-hydroxycyclopropyl)-1,2,4-triazol-1-yl]-2-azaspiro[3.3]heptan-2-yl]-[7-[[3-(trifluoromethyl)isoxazol-5-yl]methyl]-2,7-diazaspiro[3.5]nonan-2-yl]methanone